tert-butyl-[(3-iodo-1H-indazol-4-yl)oxy]-dimethyl-silane C(C)(C)(C)[Si](C)(C)OC1=C2C(=NNC2=CC=C1)I